BrC=1C=C(C=C(C1)Br)C(C)=O 3',5'-Dibromoacetophenone